methyl 2,3-dihydrothiophene-5-carboxylate S1CCC=C1C(=O)OC